6-chloro-N-(2-isopropoxybenzyl)-3-isopropylimidazo[1,2-b]pyridazin-8-amine ClC=1C=C(C=2N(N1)C(=CN2)C(C)C)NCC2=C(C=CC=C2)OC(C)C